CN1C=C(C2=CC=CC=C12)C1=NC(=NC=C1SC)Cl 1-methyl-3-(5-methylthio-2-chloro-4-pyrimidinyl)indole